CC1(C(C1(C)C)C=O)C (2,2,3,3-tetramethylcyclopropyl)-methanone